N7-[(3R)-7-chloro-2,3-dihydrobenzofuran-3-yl]-2-(methoxymethyl)pyrazolo[1,5-a]pyrimidine-3,7-dicarboxamide ClC1=CC=CC=2[C@H](COC21)NC(=O)C2=CC=NC=1N2N=C(C1C(=O)N)COC